FC1=CC=C(C=C1)N1C(=NC(=C1)CCCCCCN1CCCCC1)NC(C1=CC(=CC=C1)C=1C=NN(C1)COCC[Si](C)(C)C)=O N-(1-(4-fluorophenyl)-4-(6-(piperidin-1-yl)hexyl)-1H-imidazol-2-yl)-3-(1-((2-(trimethylsilyl)ethoxy)methyl)-1H-pyrazol-4-yl)benzamide